OCCCC[N+]1=CC(=CC=C1)CCCCO 1,3-bis(4-hydroxybutyl)pyridinium